P(O)(=O)(OP(=O)(O)OP(=O)(O)O)OC[C@@H]1[C@H]([C@H]([C@@H](O1)N1C(=O)NC(=S)C=C1)O)O 4-thio-uridine-5'-triphosphate